N-(2-(chloromethyl)4-methylphenyl)-4-methylbenzenesulfonamide ClCC1=C(C=CC(=C1)C)NS(=O)(=O)C1=CC=C(C=C1)C